ClC=1C=C2C(C(=CN(C2=NC1N1[C@H](CCC1)COC1=NC=CC=C1Cl)C1=NC=CN=C1)C(=O)O)=O 6-chloro-7-[(2R)-2-[[(3-chloropyridin-2-yl)oxy]methyl]pyrrolidin-1-yl]-4-oxo-1-(pyrazin-2-yl)-1,8-naphthyridine-3-carboxylic acid